C(C1=CC=CC=C1)(=O)ON=C(C(=O)C1=CC=C(C=C1)SC1=CC=CC=C1)CCCCCC 1-[4-(Phenylsulfanyl)phenyl]octane-1,2-dione-2-(O-benzoyl oxime)